C1(=CC=CC=C1)S(=O)(=O)N1C=C(C=2C1=NC(=CC2)OC)S(=O)(=O)Cl 1-(benzenesulfonyl)-6-methoxy-pyrrolo[2,3-b]pyridine-3-sulfonyl chloride